N1=C(C=CC(=C1)C(=O)[O-])C1=NC=C(C=C1)C(=O)[O-] (2,2'-bipyridine)-5,5'-diformate